(3S)-4-amino-N,3-dimethyl-N-((5S)-2-(trifluoromethyl)-5,8-dihydro-6H-pyrano[3,4-b]-pyridin-5-yl)-1,3-dihydrofuro-[3,4-c][1,7]naphthyridine-8-carboxamide NC1=NC=2C=NC(=CC2C2=C1[C@@H](OC2)C)C(=O)N([C@@H]2COCC1=NC(=CC=C12)C(F)(F)F)C